6-[5,6-difluoro-8-(methylamino)-4-(cis-8-methyl-3,8-diazabicyclo[4.2.0]oct-3-yl)-9H-pyrido[2,3-b]indol-3-yl]-1-methyl-4-oxo-1,8-naphthyridine-3-carboxylic acid FC1=C2C3=C(NC2=C(C=C1F)NC)N=CC(=C3N3C[C@@H]1N(C[C@@H]1CC3)C)C=3C=C1C(C(=CN(C1=NC3)C)C(=O)O)=O